10-(4-(3-oxa-7-azabicyclo[3.3.1]nonan-7-yl)butyl)-3,7-di(1H-indazol-5-yl)-8-methyl-10H-benzo[b]pyrido[2,3-e][1,4]oxazine C12COCC(CN(C1)CCCCN1C3=C(OC4=C1N=CC(=C4)C=4C=C1C=NNC1=CC4)C=C(C(=C3)C)C=3C=C4C=NNC4=CC3)C2